4-((2-((4-cyanophenyl)amino)-6,7,8,9-tetrahydro-5H-pyrimido[4,5-d]azepine-4-yl)oxy)-3,5-dimethylbenzonitrile dihydrochloride Cl.Cl.C(#N)C1=CC=C(C=C1)NC=1N=C(C2=C(CCNCC2)N1)OC1=C(C=C(C#N)C=C1C)C